BrC1=CN=C(C2=CC(=NC=C12)Cl)OS(=O)(=O)C(F)(F)F triflic acid 4-bromo-7-chloro-2,6-naphthyridin-1-yl ester